(3-methyl-4-((1-methyl-1H-benzo[d]imidazol-5-yl)oxy)phenyl)-5-(4-(pyrrolidin-2-yl)oxazol-2-yl)pyrimidin-4-amine CC=1C=C(C=CC1OC1=CC2=C(N(C=N2)C)C=C1)C1=NC=C(C(=N1)N)C=1OC=C(N1)C1NCCC1